4-[(3r,5s)-1-tert-butoxycarbonyl-5-[[2-(2,6-dioxo-3-piperidinyl)-1,3-dioxo-isoindolin-5-yl]oxymethyl]pyrrolidin-3-yl]piperazine-1-carboxylic acid benzyl ester C(C1=CC=CC=C1)OC(=O)N1CCN(CC1)[C@H]1CN([C@@H](C1)COC=1C=C2C(N(C(C2=CC1)=O)C1C(NC(CC1)=O)=O)=O)C(=O)OC(C)(C)C